OCC1=CC=C(C=C1)B(O)O 4-(hydroxymethyl)phenylboronic acid